3-methyl-N-(quinolin-8-yl)thiophene-2-carboxamide CC1=C(SC=C1)C(=O)NC=1C=CC=C2C=CC=NC12